1,2-dipropenyl-ferrocene C(=CC)[C-]1C(=CC=C1)C=CC.[CH-]1C=CC=C1.[Fe+2]